N-(4-fluoro-3-methylphenyl)-1,2,4-trimethyl-5-(2-((1-(5-methyl-1,3,4-oxadiazol-2-yl)cyclopropyl)amino)-2-oxoacetyl)-1H-pyrrole-3-carboxamide FC1=C(C=C(C=C1)NC(=O)C1=C(N(C(=C1C)C(C(=O)NC1(CC1)C=1OC(=NN1)C)=O)C)C)C